2-(4-fluorophenethyl)-6-(trifluoromethyl)-1,2,4,5-tetrahydro-3H-benzo[e][1,4]diazepin-3-one FC1=CC=C(CCC2C(NCC3=C(N2)C=CC=C3C(F)(F)F)=O)C=C1